2-methoxymethyl-p-phenylenediamine bromide [Br-].COCC1=C(C=CC(=C1)N)N